[Cl-].[Na+].S(=O)(=O)([O-])[O-].[Mg+2] magnesium sulphate sodium chloride